C(#N)C1=CC=C(C2=C1CCO2)C2C(=C(NC1=C(C=NC(=C21)OCC2CC(C2)(F)F)C)C)C(=O)O 4-(4-cyano-2,3-dihydro-1-benzofuran-7-yl)-5-[(3,3-difluorocyclobutyl)methoxy]-2,8-Dimethyl-1,4-dihydro-1,6-naphthyridine-3-carboxylic acid